acrylic acid-2-(perfluoropentyl)ethyl ester FC(C(C(C(C(F)(F)F)(F)F)(F)F)(F)F)(CCOC(C=C)=O)F